NC=1C2=C(N=CN1)N(C=C2C=2C(=C(C=CC2)NS(=O)(=O)C2CC2)F)C cyclopropanesulfonic acid [3-(4-amino-7-methyl-7H-pyrrolo[2,3-d]pyrimidin-5-yl)-2-fluoro-phenyl]-amide